CN1CCN(CC1)C1CCN(CC1)C1=C(C=C(C=C1)[N+](=O)[O-])OC1CCOCC1 1-methyl-4-(1-(4-nitro-2-((tetrahydro-2H-pyran-4-yl)oxy)phenyl)piperidin-4-yl)piperazine